Benzyl (4-(5,7-difluoro-1H-indol-3-yl)cyclohex-3-en-1-yl)carbamate FC=1C=C2C(=CNC2=C(C1)F)C1=CCC(CC1)NC(OCC1=CC=CC=C1)=O